hexamethyl-biguanide CNC(N(C(N(C)C)=NC)C)=NC